FC=1C(=NC=C(C1C1=C(C=NC(=C1)C)C(=O)NC=1SC(=NN1)OCC12CCC(CC1)(CC2)O)OC)C 3'-fluoro-N-(5-((4-hydroxybicyclo(2.2.2)octan-1-yl)methoxy)-1,3,4-thiadiazol-2-yl)-5'-methoxy-2',6-dimethyl-(4,4'-bipyridine)-3-carboxamide